COC=1C=C2C(=CC=NC2=CC1OC)N(C)CC1=CC=C(C=C1)NS(=O)(=O)N N-(4-(((6,7-dimethoxyquinolin-4-yl)(methyl)amino)methyl)phenyl)sulfamide